C(C1=CC(OC)=C(O)C(OC)=C1)=C(C(=O)O)C(=O)O.C(C)C1(COC1)COCCCCCCOCC1(COC1)CC 1,6-bis(3-ethyl-3-oxetanylmethoxy)hexane Syringylidenemalonate